C(C)(C)(C)OC(C(CCC(C)(C)C)NC([C@H](CC1=CNC2=CC=CC=C12)NC(C)=O)=O)=O 2-((S)-2-acetamido-3-(1H-indol-3-yl)propionylamino)-5,5-dimethylhexanoic acid tert-butyl ester